NC1=C2CCCC2=CC=C1C=1C=CC(N(C1)C(CO)C=C)=O 5-(4-amino-2,3-dihydro-1H-inden-5-yl)-1-(1-hydroxybut-3-en-2-yl)pyridin-2(1H)-one